CC=1N=CC2=C(N1)SC(=C2)C(=O)N 2-methylthiopheno[2,3-d]pyrimidine-6-carboxamide